(7R,8aS)-2-(5-(5-(2,3-dimethylphenyl)-6-methoxy-1H-pyrazolo[4,3-b]pyridin-3-yl)pyridin-2-yl)octahydropyrrolo[1,2-a]pyrazin-7-ol L-tartrate C(=O)(O)[C@H](O)[C@@H](O)C(=O)O.CC1=C(C=CC=C1C)C1=C(C=C2C(=N1)C(=NN2)C=2C=CC(=NC2)N2C[C@H]1N(CC2)C[C@@H](C1)O)OC